N-((3-chloro-2,4-difluorophenyl)(6-(2,2,2-trifluoroethoxy)pyridin-3-yl)methyl)-2-methyl-propane-2-sulfinamide ClC=1C(=C(C=CC1F)C(NS(=O)C(C)(C)C)C=1C=NC(=CC1)OCC(F)(F)F)F